Ethyl 2-(3-chloro-4-fluoro-phenyl)-3-(dimethylamino)propanoate ClC=1C=C(C=CC1F)C(C(=O)OCC)CN(C)C